(3aR*,7aR*)-benzyl 3,3-difluoro-5-(3-((4-methoxybenzyl)oxy)-2,2-dimethyl-3-oxopropyl)-4-oxooctahydro-1H-pyrrolo[3,2-c]pyridine-1-carboxylate FC1(CN([C@H]2[C@@H]1C(N(CC2)CC(C(=O)OCC2=CC=C(C=C2)OC)(C)C)=O)C(=O)OCC2=CC=CC=C2)F |o1:4,5|